[hydroxy(methylphosphonoyl)]butanoic acid OCP(=O)=C(C(=O)O)CC